FC=1C=C(C=C(C1CN1C(CNC=2C=NC=3C=C(C(=CC3C21)F)OC)=O)F)S(=O)(=O)N 3,5-difluoro-4-((9-fluoro-8-methoxy-2-oxo-3,4-dihydropyrazino[2,3-c]quinolin-1(2H)-yl)methyl)benzenesulfonamide